CC1=C(C=C(C=C1)NC(C1=CC(=CC=C1)C(F)(F)F)=O)N1CC2=C(N=C(N=C2)NC2CCOCC2)C2(C1=O)CC2 N-(4-methyl-3-(7'-oxo-2'-((tetrahydro-2H-pyran-4-yl)amino)-5'H-spiro[cyclopropane-1,8'-pyrido[4,3-d]pyrimidine]-6'(7'H)-yl)phenyl)-3-(trifluoromethyl)benzamide